1-(4-methoxyphenyl)-3-methylimidazole COC1=CC=C(C=C1)N1CN(C=C1)C